C(#N)C=1C=NC2=CC=C(C=C2N1)C(=O)C=1C(=C(C=CC1)NC(C1=CC(=CC=C1)F)=O)F N-(3-(3-cyanoquinoxaline-6-carbonyl)-2-fluorophenyl)-3-fluorobenzamide